O=C(CCCCCCCNC(C(=O)N)=O)NC1=CC=CC=C1 N1-(8-oxo-8-(phenylamino)octyl)oxalamide